ClC1=C(C(=C(C(=C1SN)Cl)Cl)Cl)Cl pentachlorobenzenesulfenamide